(3R)-3-[9H-fluoren-9-yl-methoxycarbonyl(methyl)-amino]butanoic acid C1=CC=CC=2C3=CC=CC=C3C(C12)COC(=O)N([C@@H](CC(=O)O)C)C